Cl.NCC1=NNC(C2=CC=C(C=C12)C=1C=NN(C1N1C(C2(C3=CC=C(C=C13)Cl)CC2)=O)C)=O 1'-(4-(4-(aminomethyl)-1-oxo-1,2-dihydro-phthalazin-6-yl)-1-methyl-1H-pyrazol-5-yl)-6'-chlorospiro[cyclopropane-1,3'-indolin]-2'-one hydrochloride